C(C)OC([C@@H](NC(=O)OC)CCOS(=O)(=O)C)=O N-methoxyformyl-O-methanesulfonyl-L-homoserine ethyl ester